3-{4-[(4-hydroxybutyl)oxy]phenyl}hexahydropyridine-2,6-dione OCCCCOC1=CC=C(C=C1)C1C(NC(CC1)=O)=O